COCCCS(=O)(=O)C=1C=C(OC[C@H](CN[C@H]2COC3(C2)CCN(CC3)S(=O)(=O)C=3C=NC2=CC=CC=C2C3)O)C=CC1 (S)-1-(3-(3-methoxypropylsulfonyl)phenoxy)-3-((R)-8-(quinolin-3-ylsulfonyl)-1-oxa-8-azaspiro[4.5]decan-3-ylamino)propan-2-ol